CC1(OB(OC1(C)C)C=1C=NN(C1)C([2H])([2H])[2H])C 4-(4,4,5,5-tetramethyl-1,3,2-dioxaborolan-2-yl)-1-(trideuteriomethyl)pyrazole